1-(2-chloro-4-(2-chloro-3-methoxypyridin-4-yl)phenyl)-3-methyl-1,3-dihydro-2H-imidazol-2-one ClC1=C(C=CC(=C1)C1=C(C(=NC=C1)Cl)OC)N1C(N(C=C1)C)=O